C(C(=C)C)(=O)OCCOCCOCCOCCOCCOCCNC(C(C#N)=C1C2=CC=CC=C2N(C=2C=CC(=CC12)OC)CCCC)=O 1-(10-butyl-2-methoxyacridin-9(10H)-ylidene)-1-cyano-2-oxo-6,9,12,15,18-pentaoxa-3-azaicosan-20-yl methacrylate